N(=C=O)CC(CC12CCC(C(C1)CN=C=O)C2)(C)N=C=O 2,5-diisocyanatomethyl-2-isocyanatopropyl-norbornane